C(C)(C)(C)C1=CC(=CC(=C1OC)C)C 6-tertiary butyl-2,4-dimethyl-anisole